(3-(4-(4-(3-(4-(2-(2,6-dioxopiperidin-3-yl)-1,3-dioxoisoindolin-5-yl)piperazin-1-yl)propyl)piperazin-1-yl)phenoxy)-2-(4-fluorophenyl)benzo[b]thiophen-6-yl)boronic acid O=C1NC(CCC1N1C(C2=CC=C(C=C2C1=O)N1CCN(CC1)CCCN1CCN(CC1)C1=CC=C(OC=2C3=C(SC2C2=CC=C(C=C2)F)C=C(C=C3)B(O)O)C=C1)=O)=O